FC1=C(C(=CC(=C1)F)F)S(=O)(=O)NC=1C(=NC=C(C1)C=1C=C2C(=NC=NC2=CC1)N1CC2(CN(C2)C(\C=C\C(C)=O)=O)CC1)OC (E)-2,4,6-trifluoro-N-(2-methoxy-5-(4-(2-(4-oxopent-2-enoyl)-2,6-diazaspiro[3.4]octan-6-yl)quinazolin-6-yl)pyridin-3-yl)benzenesulfonamide